C1=C(C=C2CCC3=CC(=CC=4CCC1=C2C34)C(=O)O)C(=O)O 4,5,9,10-tetrahydropyrene-2,7-dicarboxylic acid